N(=[N+]=[N-])CC1=C(N=NN1C)C1=CC=C(C(=N1)CC)N1C[C@@H](CC(C1)(F)F)CC(=O)OC methyl (R)-2-(1-(6-(5-(azidomethyl)-1-methyl-1H-1,2,3-triazol-4-yl)-2-ethylpyridin-3-yl)-5,5-difluoropiperidin-3-yl)acetate